1-(2-(4-(4-cyclobutylphenyl)-1H-imidazol-2-yl)piperidin-1-yl)-2-(methylthio)propan-1-one tert-butyl-3-((5-bromo-3-chloroisoquinolin-8-yl)oxy)azetidine-1-carboxylate C(C)(C)(C)OC(=O)N1CC(C1)OC=1C=CC(=C2C=C(N=CC12)Cl)Br.C1(CCC1)C1=CC=C(C=C1)C=1N=C(NC1)C1N(CCCC1)C(C(C)SC)=O